ClC=1C=C2C(=CC1Cl)NC([C@]21CN(CC1)C(=O)C1C(C1)O)=O (3S)-5,6-dichloro-1'-(2-hydroxycyclopropane-1-carbonyl)spiro[indoline-3,3'-pyrrolidin]-2-one